C(C)(C)N1N=CC=C1CN1CCC(CC1)C=1C=C2CN(C(C2=CC1)=O)C1C(NC(CC1)=O)=O 3-(5-(1-((1-isopropyl-1H-pyrazol-5-yl)methyl)piperidin-4-yl)-1-oxoisoindolin-2-yl)piperidine-2,6-dione